BrC1=CC2=CN(N=C2C=C1OCC1CC1)C 5-bromo-6-(cyclopropylmethoxy)-2-methyl-2H-indazole